OC1(CC(C1)C(=O)N1CC2(C1)CCC(CC2)OC2=CC(=CC(=C2)C)OC)C ((1s,3s)-3-Hydroxy-3-methylcyclobutyl)(7-(3-methoxy-5-methylphenoxy)-2-azaspiro[3.5]nonan-2-yl)methanon